C1=CC=C2C(=C1)C(=CN2)CC(=O)O β-indolylacetic acid